2-(2-methylpyrrolidin-2-yl)benzo[d]oxazole-4-carboxamide CC1(NCCC1)C=1OC=2C(N1)=C(C=CC2)C(=O)N